4-(2-{5-[(3R,5R)-3-amino-5-fluoropiperidine-1-carbonyl]-7-methoxy-1-methyl-1H-1,3-benzodiazol-2-yl}-1-(cyclopropylmethyl)-1H-pyrrolo[2,3-b]pyridin-6-yl)-2-fluorobenzamide N[C@H]1CN(C[C@@H](C1)F)C(=O)C1=CC2=C(N(C(=N2)C2=CC=3C(=NC(=CC3)C3=CC(=C(C(=O)N)C=C3)F)N2CC2CC2)C)C(=C1)OC